(2-(4-((1S,3R)-6-(benzyloxy)-2-(2-fluoro-2-methylpropyl)-3-methyl-1,2,3,4-tetrahydroisoquinolin-1-yl)-3,5-difluorophenoxy)ethyl)carbamic acid tert-butyl ester C(C)(C)(C)OC(NCCOC1=CC(=C(C(=C1)F)[C@H]1N([C@@H](CC2=CC(=CC=C12)OCC1=CC=CC=C1)C)CC(C)(C)F)F)=O